α,α,2,3,4,5,6-heptafluoro-benzenepropanoic acid FC(C(=O)O)(CC1=C(C(=C(C(=C1F)F)F)F)F)F